[C@H]1(CCCC2=CC=CC=C12)C=1NCCN1 |r| (RS)-2-(1,2,3,4-tetrahydronaphthalen-1-yl)-4,5-dihydro-1H-imidazole